ClC1=C(C(=O)OC)C=C(C(=C1OC)C#N)F Methyl 2-chloro-4-cyano-5-fluoro-3-methoxybenzoate